ClC1=C(C=CC=C1)CC(=O)NC1=CC(=C2C=CN=C(C2=C1)OC1CCCC1)S(N)(=O)=O 2-(2-chlorophenyl)-N-(1-(cyclopentyloxy)-5-sulfamoylisoquinolin-7-yl)acetamide